OCCCCOCCOCCOC1=NOC(=C1)C(C(=O)OC)C(C)C methyl 2-(3-[2-[2-(4-hydroxybutoxy)ethoxy]ethoxy]-1,2-oxazol-5-yl)-3-methylbutanoate